tert-butyl 4-[3-[1-(2,6-dioxo-3-piperidyl)-3-methyl-2-oxo-benzimidazol-4-yl]prop-2-ynyl]piperidine-1-carboxylate O=C1NC(CCC1N1C(N(C2=C1C=CC=C2C#CCC2CCN(CC2)C(=O)OC(C)(C)C)C)=O)=O